Cl.C[C@H]1[C@H](NC[C@H](O1)C)C(NC1=NC=C(C=C1F)C(F)(F)F)([2H])[2H] N-(((2S,3R,6R)-2,6-dimethylmorpholin-3-yl)methyl-d2)-3-fluoro-5-(trifluoromethyl)pyridin-2-amine hydrochloride